[Ir](Cl)(Cl)Cl.C(C)#N.C(C)#N.C(C)#N tris(acetonitrile) iridium (III) trichloride